(S)-4-(2-(4-(1-(2-acryloyl-2-azaspiro[3.3]heptan-6-yl)-4-(5-chloro-6-methyl-1H-indazol-4-yl)-5-methyl-1H-pyrazol-3-yl)-3-ethyl-3-methylpiperazin-1-yl)ethyl)morpholin-3-one C(C=C)(=O)N1CC2(C1)CC(C2)N2N=C(C(=C2C)C2=C1C=NNC1=CC(=C2Cl)C)N2[C@@](CN(CC2)CCN2C(COCC2)=O)(C)CC